CC1=NC(=NC(=C1)C)N1C[C@@H]2[C@H](C1)CN(C2)C(=O)C=2C(=C(N1C=CC=CC21)C)C2=NC=CC=C2 ((3aR,6aS)-5-(4,6-dimethylpyrimidin-2-yl)hexahydropyrrolo[3,4-c]pyrrol-2(1H)-yl)(3-methyl-2-(pyridin-2-yl)indolizin-1-yl)methanone